3-(1-tosyl-1H-pyrrolo[2,3-b]pyridin-5-yl)cyclopent-2-en-1-one S(=O)(=O)(C1=CC=C(C)C=C1)N1C=CC=2C1=NC=C(C2)C2=CC(CC2)=O